ClC=1C=C(C(=O)N)C=CC1C[C@@H](CNC(CC(C1(CC1)C(F)(F)F)C1=NC=C(C=C1)Cl)=O)N(C)C 3-chloro-4-[(2S)-3-[3-(5-chloropyridin-2-yl)-3-[1-(trifluoromethyl)cyclopropyl]propanamido]-2-(dimethylamino)propyl]benzamide